ClC=1C=C(C=CC1OC(F)(F)F)N1C(=NC2=C1C=CC=C2)C#C 1-(3-chloro-4-(trifluoromethoxy)phenyl)-2-ethynyl-1H-benzo[d]imidazole